Cl.OC1[C@H](N)[C@@H](O)[C@H](O)[C@H](O1)CO glucosamine HCl salt